F[C@H]1CN(CC[C@H]1NC1=CC=CC=2N1N=C(C2CC(F)(F)F)C#CCNC(=O)C2CCN(CC2)C)C N-[3-(7-{[(3S,4R)-3-fluoro-1-methylpiperidin-4-yl]amino}-3-(2,2,2-trifluoroethyl)pyrazolo[1,5-a]pyridin-2-yl)prop-2-yn-1-yl]-1-methylpiperidine-4-carboxamide